2-methyl-2-[6-[(3R)-3-methylmorpholin-4-yl]-1-(5-methyl-2-tetrahydropyran-2-yl-pyrazol-3-yl)pyrazolo[3,4-b]pyridin-4-yl]propanenitrile CC(C#N)(C)C1=C2C(=NC(=C1)N1[C@@H](COCC1)C)N(N=C2)C=2N(N=C(C2)C)C2OCCCC2